bicyclo[2.2.1]heptane-1-carboxylic Acid C12(CCC(CC1)C2)C(=O)O